ClC1=C(C=CC(=C1)F)C1=CC(OC2=CC(=CC=C12)O[C@@H](C(=O)N1C[C@H](CC1)C(=O)O)C)=O (3S)-1-[(2R)-2-[4-(2-chloro-4-fluoro-phenyl)-2-oxo-chromen-7-yl]oxypropanoyl]pyrrolidine-3-carboxylic acid